2-((2R,5S)-5-methyl-2-(2-(1-methylazetidin-3-yl)benzo[d]thiazol-5-yl)piperidin-1-yl)-2-oxoacetamide C[C@H]1CC[C@@H](N(C1)C(C(=O)N)=O)C=1C=CC2=C(N=C(S2)C2CN(C2)C)C1